5-((4-chlorophenyl)(2,2,6,6-tetramethyltetrahydro-4H-pyran-4-ylmethylene)methyl)-3-fluoro-1-(tetrahydro-2H-pyran-4-yl)-1H-indazole ClC1=CC=C(C=C1)C(C=1C=C2C(=NN(C2=CC1)C1CCOCC1)F)=CC1CC(OC(C1)(C)C)(C)C